(3-(trichlorosilyl)propyl)silane Cl[Si](CCC[SiH3])(Cl)Cl